FC=1C=C2C(=NC=NC2=CC1F)N1CC=2C=C(C=NC2CC1)C(C(F)(F)F)(C)O 2-(6-(6,7-difluoroquinazolin-4-yl)-5,6,7,8-tetrahydro-1,6-naphthyridin-3-yl)-1,1,1-trifluoropropan-2-ol